Cl.COC[C@@H]1N(C[C@H](NC1)C)CC(=O)N1CC(C=2C=NC(=CC21)N2C(CCC2)=O)(C)C 1-(1-{2-[(2R,5R)-2-(Methoxymethyl)-5-methylpiperazin-1-yl]acetyl}-3,3-dimethyl-1H,2H,3H-pyrrolo[3,2-c]pyridin-6-yl)pyrrolidin-2-one, hydrochloride salt